NC1=CC2=CN(N=C2C=C1)C1CCC(CC1)CN1CCC(CC1)C=1C=2N(C=CC1)C(=CN2)N2C(NC(CC2)=O)=O 1-[8-[1-[[4-(5-Aminoindazol-2-yl)cyclohexyl]methyl]-4-piperidyl]imidazo[1,2-a]pyridin-3-yl]hexahydropyrimidine-2,4-dione